S1C(=CC=C1)CCNC(=O)C1=NC=C(C=C1)C(F)(F)F N-(2-(thiophen-2-yl)ethyl)-5-(trifluoromethyl)pyridineamide